4-(benzyloxy)-1-bromo-2-nitrobenzene C(C1=CC=CC=C1)OC1=CC(=C(C=C1)Br)[N+](=O)[O-]